C(C)(C)(C)C=1N=CC(=NC1)NC1=C(C(=NN1)C1=CC(=C(C=C1)NS(=O)(=O)C(F)F)O[C@@H](C)C1=CC=C(C=C1)F)C(=O)N (S)-5-((5-(tert-butyl)pyrazin-2-yl)amino)-3-(4-((difluoromethyl)sulfonamido)-3-(1-(4-fluorophenyl)ethoxy)phenyl)-1H-pyrazole-4-carboxamide